(Z)-6-(3,7-dimethylocta-2,6-dien-1-yl)-5-hydroxy-3,7-bis(methoxymethoxy)-2-(4-(methoxymethoxy)phenyl)-4H-chromen-4-one C/C(=C/CC=1C(=C2C(C(=C(OC2=CC1OCOC)C1=CC=C(C=C1)OCOC)OCOC)=O)O)/CCC=C(C)C